C(=O)(O)C1=C(C=CC=C1)NC(=O)C=1C(=C(C(=O)O)C=C(C1)O)O 3-(2-carboxyphenylaminocarbonyl)-2,5-dihydroxybenzoic acid